C(C)OC(=O)C1(OC[C@@H](N1)C1=CC=CC=C1)C(F)(F)F (4S)-4-phenyl-2-(trifluoromethyl)oxazolidine-2-carboxylic acid ethyl ester